methyl α-trimethoxysilylpropionate CO[Si](C(C(=O)OC)C)(OC)OC